N-(4-(benzyloxy)-2-methylphenyl)-4-chloro-1-(2-isobutyryl-2-azaspiro[3.3]heptan-6-yl)-1H-pyrazole-5-carboxamide C(C1=CC=CC=C1)OC1=CC(=C(C=C1)NC(=O)C1=C(C=NN1C1CC2(CN(C2)C(C(C)C)=O)C1)Cl)C